C(C1=CC=CC=C1)OC1=C(C=CC=C1)C(O)C=1NC2=CC=CC=C2C1C1=CC=CC=C1 (2-(benzyloxy)phenyl)(3-phenyl-1H-indol-2-yl)methanol